BrCC1=C(C=C(C=C1)C1=NOC(C1)(C(F)(F)F)C1=CC(=CC(=C1)Cl)Cl)Br 3-(4-(bromomethyl)-3-bromophenyl)-5-(3,5-dichlorophenyl)-5-(trifluoromethyl)-4,5-dihydro-isoxazole